C(C1=CC=CC=C1)OC(=O)NC1C(C2C=CC1C2)C(=O)O 3-{[(benzyloxy)carbonyl]amino}bicyclo[2.2.1]hept-5-ene-2-carboxylic acid